sodium 3-hydroxyvalerate OC(CC(=O)[O-])CC.[Na+]